methyl ((6-methyl-2-(6-oxohexyl)pyridin-3-yl)sulfonyl)-L-prolinate CC1=CC=C(C(=N1)CCCCCC=O)S(=O)(=O)N1[C@@H](CCC1)C(=O)OC